4-((1R,5S)-3,8-Diazabicyclo[3.2.1]octan-3-yl)-7-(8-ethyl-7-fluoro-3-hydroxynaphthalen-1-yl)-2-(((S)-1-methylpyrrolidin-2-yl)methoxy)pyrimido[4,5-d]pyridazin-8(7H)-one [C@H]12CN(C[C@H](CC1)N2)C2=NC(=NC=1C(N(N=CC12)C1=CC(=CC2=CC=C(C(=C12)CC)F)O)=O)OC[C@H]1N(CCC1)C